C(C)OC(=C)C1=C2C(C(=CN(C2=CC=C1)C1=CC=C(C=C1)OC(F)(F)F)C(=O)OC)=O methyl 5-(1-ethoxyvinyl)-4-oxo-1-[4-(trifluoromethoxy)phenyl]quinoline-3-carboxylate